CC1=C(C(=O)P(C=C)(C(C2=C(C=C(C=C2C)C)C)=O)=O)C(=CC(=C1)C)C Bis(2,4,6-trimethylbenzoyl)-vinyl-phosphine oxide